ClC1=CC=C(C(=N1)C(=O)O)NC(C)C1=CC(=CC=2C=3N(C(=NC12)N1CCC(CC1)(F)F)C=C(N3)Cl)Cl 6-chloro-3-((1-(2,9-dichloro-5-(4,4-difluoropiperidin-1-yl)imidazo[1,2-c]quinazolin-7-yl)ethyl)amino)picolinic acid